4-acetyl-1,2,3-trimethyl-1,4,5,6-tetrahydropyrimidinium C(C)(=O)C1N(C([NH+](CC1)C)C)C